C(C=C)(=O)N1[C@H](CN(CC1)C=1C2=C(N=C(N1)OC[C@H]1N(CCC1)C)C[C@H](OC2)C2=CC=CC1=CC=CC=C21)CC#N 2-((S)-1-acryloyl-4-((S)-2-(((S)-1-methylpyrrolidin-2-yl)methoxy)-7-(naphthalen-1-yl)-7,8-dihydro-5H-pyrano[4,3-d]pyrimidin-4-yl)piperazin-2-yl)acetonitrile